ONC(CCNCCN1C(=NCC1)CCCCC)=O N-hydroxy-3-((2-(2-pentyl-4,5-dihydro-1H-imidazol-1-yl)ethyl)amino)propanamide